tert-butyl N-[[2-[2-[2-[2-[2-(2-hydroxyethoxy)ethoxy]ethoxy]ethoxy]ethoxy]ethoxy]-ethyl]-N-methylcarbamate OCCOCCOCCOCCOCCOCCOCCN(C(OC(C)(C)C)=O)C